O1NC(=CC2=C1C=CC=C2)[N] benzoxazinyl-nitrogen